ethyl N-benzyl-P-(4-(5-(trifluoromethyl)-1,2,4-oxadiazol-3-yl)phenyl)phosphonamidate C(C1=CC=CC=C1)NP(OCC)(=O)C1=CC=C(C=C1)C1=NOC(=N1)C(F)(F)F